C(CC)SC=1NC(C2=C(N1)NC(CC2C2=CC=C(C=C2)OCCCCCCC)=O)=O 2-propylmercapto-5-(4-heptoxyphenyl)-5,6-dihydropyrido[2,3-d]pyrimidin-4,7(3H,8H)-dione